N[C@@H](C(C)C)C(=O)N[C@@H](C)C(=O)NCCCN(C(CO)=O)[C@H](C(C)(C)C)C=1N(C=C(N1)C1=C(C=CC(=C1)F)F)CC1=CC=CC=C1 valyl-N-{3-[{(1R)-1-[1-benzyl-4-(2,5-difluorophenyl)-1H-imidazol-2-yl]-2,2-dimethylpropyl}(glycoloyl)amino]propyl}-L-alanine amide